(4-methyl-styryl)isocyanobenzene CC1=CC=C(C=CC2=C(C=CC=C2)[N+]#[C-])C=C1